C(C)(=O)C=1C=C(C(=O)C(=O)O)C=CC1 3-acetylbenzoylcarboxylic acid